C(C)OC(=O)C1=C(C2=C(S1)C=CC=C2)C=O 3-formyl-benzo[b]thiophene-2-carboxylic acid ethyl ester